(1r,5s)-3-(7-bromo-2-chloro-6,8-difluoroquinazolin-4-yl)-3,8-diazabicyclo[3.2.1]octane-8-carboxylic acid tert-butyl ester C(C)(C)(C)OC(=O)N1[C@H]2CN(C[C@@H]1CC2)C2=NC(=NC1=C(C(=C(C=C21)F)Br)F)Cl